CC(C(=O)O)(C)N1N=C(C(=C1)[N+](=O)[O-])C 2-methyl-2-(3-methyl-4-nitro-1H-pyrazol-1-yl)propionic acid